N4-(cyclopentylmethyl)-N2-(2-methoxy-4-(morpholinosulfonyl)phenyl)-7H-pyrrolo[2,3-d]pyrimidine-2,4-diamine C1(CCCC1)CNC=1C2=C(N=C(N1)NC1=C(C=C(C=C1)S(=O)(=O)N1CCOCC1)OC)NC=C2